ClC=1C=C(C(=NC1)N1C(C(N(C(C1)=O)CC1=CC=C(C=C1)C(F)(F)F)CC1COC1)=O)F 1-(5-chloro-3-fluoropyridin-2-yl)-3-(oxetan-3-ylmethyl)-4-(4-(trifluoromethyl)benzyl)piperazine-2,5-dione